3-isobutyl-3-buten-2-one C(C(C)C)C(C(C)=O)=C